FC1=CC=C(C(=C1[C@H]1N([C@@H](CC2=C1NC1=CC=CC=C21)C)C[C@@H](C(=O)OC)C)C)OCCOS(=O)(=O)C methyl (S)-3-((1R,3R)-1-(6-fluoro-2-methyl-3-(2-((methylsulfonyl) oxy) ethoxy) phenyl)-3-methyl-1,3,4,9-tetrahydro-2H-pyrido[3,4-b]indol-2-yl)-2-methylpropionate